N-[[5-chloro-2-(3-formylphenyl)phenyl]methyl]carbamic acid 9H-fluoren-9-ylmethyl ester C1=CC=CC=2C3=CC=CC=C3C(C12)COC(NCC1=C(C=CC(=C1)Cl)C1=CC(=CC=C1)C=O)=O